NC1=NC(=NN1)CCCCCCCCC1=NNC(=N1)N 3,3'-Octamethylenebis(5-amino-1,2,4-triazole)